CN1CCN(CC1)C1=CC=C(NC=2C=CC=3C(=NC=C(N3)NC3=CC(=C(C(=C3)OC)OC)OC)N2)C=C1 6-(4-(4-methylpiperazin-1-yl)anilino)-2-(3,4,5-trimethoxyanilino)pyrido[2,3-b]Pyrazine